tert-butyl 5-(2-fluoroethyl)-7,8-dihydro-5H-1,6-naphthyridine-6-carboxylate FCCC1C=2C=CC=NC2CCN1C(=O)OC(C)(C)C